1-amino-1,3-cyclohexanedicarboxylic acid NC1(CC(CCC1)C(=O)O)C(=O)O